5-(5-(7-Acetyl-3-ethyl-5,6,7,8-tetrahydroimidazo[1,5-a]pyrazin-1-yl)imidazo[1,5-a]pyridin-1-yl)-N-(4-(2-(2,6-dioxopiperidin-3-yl)-1-oxoisoindolin-4-yl)but-3-yn-1-yl)picolinamide C(C)(=O)N1CC=2N(CC1)C(=NC2C2=CC=CC=1N2C=NC1C=1C=CC(=NC1)C(=O)NCCC#CC1=C2CN(C(C2=CC=C1)=O)C1C(NC(CC1)=O)=O)CC